6-chloro-4-((4-chloro-2-fluorobenzyl)oxy)-3H-imidazo[4,5-c]Pyridine ClC1=CC2=C(C(=N1)OCC1=C(C=C(C=C1)Cl)F)NC=N2